tert-butyl (6-(2-(6-cyanopyridin-2-yl)-1-hydroxy-2-methylpropyl)pyridin-3-yl)carbamate C(#N)C1=CC=CC(=N1)C(C(O)C1=CC=C(C=N1)NC(OC(C)(C)C)=O)(C)C